C1(CCCC1)CN1N=CNC1=O 2,4-dihydro-2-(1-cyclopentylmethyl)-3H-1,2,4-triazol-3-one